2-(4-nitro-1,3-dioxoisoindolin-2-yl)acetic acid [N+](=O)([O-])C1=C2C(N(C(C2=CC=C1)=O)CC(=O)O)=O